trans-2-((5-amino-1,3,4-thiadiazol-2-yl)thio)cyclopentan-1-ol NC1=NN=C(S1)S[C@H]1[C@@H](CCC1)O